C(CCCCC)C(COC(C(CCCCCCCCCCCCCC)(F)F)=O)CCCCCCCC 2,2-difluorohexadecanoic acid 2-hexyldecyl ester